C1=CC(=C(C=C1C(=O)NCCCCCC(=O)O)[N+](=O)[O-])O The molecule is a monocarboxylic acid amide having an N-(5-carboxypentyl) substituent and a C-(4-hydroxy-3-nitrophenyl) substituent. It is a monocarboxylic acid, a member of 2-nitrophenols and a N-acyl-amino acid. It derives from a 6-aminohexanoic acid.